1-trifluoromethylcyclopropane-1-carboxylic acid ethyl ester C(C)OC(=O)C1(CC1)C(F)(F)F